1-(3-fluorophenyl)-4-methyl-5-oxo-4,5-dihydro-1H-1,2,4-triazole-3-carboxamide FC=1C=C(C=CC1)N1N=C(N(C1=O)C)C(=O)N